CN1C(CCC1)C(=O)O 1-methyl-pyrrolidine-2-carboxylic acid